ClC=1C=NC=C(C1[C@@H](C)OC=1C=C2C(=NNC2=CC1)C=1C=NC(=C(C1)F)N1CC2(CN(C2)S(=O)(=O)C)C1)Cl 5-[(1R)-1-(3,5-dichloro-4-pyridyl)ethoxy]-3-[5-fluoro-6-(2-methylsulfonyl-2,6-diazaspiro[3.3]heptan-6-yl)-3-pyridyl]-1H-indazole